methyl 3-amino-3-(3-(piperidin-1-yl)phenyl)propanoate NC(CC(=O)OC)C1=CC(=CC=C1)N1CCCCC1